4-[(3aR,9bR)-7-[(2-chloro-6-fluorophenyl)methyl]-9b-(4-fluorobenzenesulfonyl)-1H,2H,3H,3aH,4H,5H,9bH-benzo[e]indole-3-carbonyl]-1λ6-thiane-1,1-dione ClC1=C(C(=CC=C1)F)CC1=CC2=C([C@@]3(CCN([C@@H]3CC2)C(=O)C2CCS(CC2)(=O)=O)S(=O)(=O)C2=CC=C(C=C2)F)C=C1